Nε-Boc-L-Lysine C(=O)(OC(C)(C)C)NCCCC[C@H](N)C(=O)O